C1(CC1)N(CCC(C(=O)O)NC(CC1=CC(=CC(=C1)C(F)(F)F)F)=O)CCCCC1=NC=2NCCCC2C=C1 4-[cyclopropyl-[4-(5,6,7,8-tetrahydro-1,8-naphthyridin-2-yl)butyl]amino]-2-[[2-[3-fluoro-5-(trifluoromethyl)phenyl]acetyl]amino]butanoic acid